FC1=CC=C(C=C1)C1(CCN(CC1)C1=NC(=CN=C1)C1=CC(=CC=C1)C(F)(F)F)O 4-(4-fluorophenyl)-1-(6-(3-(trifluoromethyl)phenyl)pyrazin-2-yl)piperidin-4-ol